C(C1=CC=CC=C1)SC1=CC(=C2C=NN(C2=C1)C=1SC(=NN1)C(F)F)Cl 2-(6-(benzylthio)-4-chloro-1H-indazol-1-yl)-5-(difluoromethyl)-1,3,4-thiadiazole